ClC1=C(C=CC=C1OCCCNCC1NC(CC1)=O)C=1C=C(NN2SC3=C(C2)C=CC=C3)C=CC1 N-(3-(2-chloro-3-(3-((5-oxopyrrolidin-2-yl)methylamino)propoxy)phenyl)anilino)benzisothiazole